C(C)(C)(C)OC(=O)NCCO N-tert-butoxycarbonyl-ethanolamine